C(C)(C)(C)C1=CC=C(C=C1)N1C=CC=C1 1-(4-(tert-butyl)phenyl)-1H-pyrrole